C1(CC1)N1C(C[C@@H](C1)CN1N=C2N=C(C=CC2=C1C(C)(C)O)C1=C(C=C(C=C1C)C(F)(F)F)OCOCC)=O |r| (S and R)-1-cyclopropyl-4-((6-(2-(ethoxymethoxy)-6-methyl-4-(trifluoromethyl)phenyl)-3-(2-hydroxypropan-2-yl)-2H-pyrazolo[3,4-b]pyridin-2-yl)methyl)pyrrolidin-2-one